9-(4-(2-(2-ethoxyethoxy)ethoxy)phenyl)-N3,N3-bis(9-(4-(2-(2-ethoxyethoxy)ethoxy)phenyl)-9H-carbazol-3-yl)-N6,N6-bis(4-methoxyphenyl)-9H-carbazole-3,6-diamine C(C)OCCOCCOC1=CC=C(C=C1)N1C2=CC=C(C=C2C=2C=C(C=CC12)N(C=1C=CC=2N(C3=CC=CC=C3C2C1)C1=CC=C(C=C1)OCCOCCOCC)C=1C=CC=2N(C3=CC=CC=C3C2C1)C1=CC=C(C=C1)OCCOCCOCC)N(C1=CC=C(C=C1)OC)C1=CC=C(C=C1)OC